O[C@@H](CON=C1CN(C1)C1=CC(=C2C(C(=CN(C2=N1)C=1SC=CN1)C(=O)O)=O)C)CO 7-(3-{[(2R)-2,3-dihydroxypropoxy]imino}azetidin-1-yl)-5-methyl-4-oxo-1-(1,3-thiazol-2-yl)-1,4-dihydro-1,8-naphthyridine-3-carboxylic acid